FC(C=CBr)(F)F trifluorobromopropene